3-(amino)-4-(2-naphthyl)butanoic acid NC(CC(=O)O)CC1=CC2=CC=CC=C2C=C1